C(C)(C)(C)OC(=O)N1CC2(C1)CC(C2)OC=2C=C(C(=O)O)C=C(C2)C=2SC(=CN2)C 3-{[2-(tert-butoxycarbonyl)-2-azaspiro[3.3]hept-6-yl]oxy}-5-(5-methyl-1,3-thiazol-2-yl)benzoic acid